ClC1=CC=C(C=C1)C1=CC(=C(C(=C1)C(=O)N)NC(=O)C1CC1)C1=CC=C(C=C1)S(N)(=O)=O 4-chloro-4'-(cyclopropanecarboxamido)-4''-sulfamoyl-[1,1':3',1''-terphenyl]-5'-carboxamide